N=1C=C(N2N=CC=CC21)C#CC=2C=C(C(=O)NC1=CC(=C(CN3CCN(CC3)CCCOCCOCCOCCNC(OC(C)(C)C)=O)C=C1)C(F)(F)F)C=CC2C tert-Butyl (2-(2-(2-(3-(4-(4-(3-(imidazo[1,2-b]pyridazin-3-ylethynyl)-4-methylbenzamido)-2-(trifluoromethyl)benzyl)piperazin-1-yl)propoxy)ethoxy)ethoxy)ethyl)carbamate